C(C)SC1=NC(=CC(=C1C(=O)NCC1=CC(=CC=C1)F)C)N1CC2OCC1C2 2-Ethylsulfanyl-N-[(3-fluorophenyl)-methyl]-4-methyl-6-(3-oxa-6-azabicyclo[2.2.1]heptan-6-yl)-pyridine-3-carboxylic acid amide